C(C)C(COC(CCF)=O)CC 3-fluoropropionic acid-2-ethylbutyl ester